6-[4-[(R or S)-[4-(2-fluoroethoxy)-3-methoxy-phenyl]-phenyl-methyl]piperidine-1-carbonyl]-4H-1,4-benzoxazin-3-one FCCOC1=C(C=C(C=C1)[C@H](C1CCN(CC1)C(=O)C=1C=CC2=C(NC(CO2)=O)C1)C1=CC=CC=C1)OC |o1:10|